1-Ethyl-3-methylimidazolium 1,1,2,2-tetrafluoroethanesulfonate FC(C(F)F)(S(=O)(=O)[O-])F.C(C)N1C=[N+](C=C1)C